(S)-phosphoric acid mono-[2-amino-3-(4-octyl-phenylamino)-propyl] ester N[C@H](COP(O)(O)=O)CNC1=CC=C(C=C1)CCCCCCCC